[O-]CC.[O-]CC.[Cu+2] copper diethoxide